benzyl (2-((2-((tert-butyldimethylsilyl)oxy)ethyl)amino)ethyl)(methyl)carbamate [Si](C)(C)(C(C)(C)C)OCCNCCN(C(OCC1=CC=CC=C1)=O)C